CC(C(C)=O)=O.[K] potassium 2,3-butanedione